E-2-decenal C(\C=C\CCCCCCC)=O